P(=O)(OC1=CC=CC=C1)(OC1=CC=CC=C1)OC1=CC=C(C=C1)SC1=CC=C(C=C1)OP(=O)(OC1=CC=CC=C1)OC1=CC=CC=C1 tetraphenyl (thiobis(4,1-phenylene)) bis(phosphate)